1-(5-fluoro-2-methoxybenzyl)-5-hydroxy-N-methyl-2-oxo-2,3-dihydro-1H-benzo[b]azepine-4-carboxamide FC=1C=CC(=C(CN2C3=C(C(=C(CC2=O)C(=O)NC)O)C=CC=C3)C1)OC